1-(9Z-pentadecenoyl)-2-(6Z,9Z,12Z,15Z-octadecatetraenoyl)-glycero-3-phosphocholine CCCCC/C=C\CCCCCCCC(=O)OC[C@H](COP(=O)([O-])OCC[N+](C)(C)C)OC(=O)CCCC/C=C\C/C=C\C/C=C\C/C=C\CC